C(C)N(CCNC(=O)C=1C(=C(NC1C)\C=C\1/C(N(C2=CC(=CC=C12)C(=O)NCC1CCOCC1)CC1CCOCC1)=O)C)CC (Z)-3-((4-((2-(diethylamino)ethyl)carbamoyl)-3,5-dimethyl-1H-pyrrol-2-yl)methylene)-2-oxo-N,1-bis((tetrahydro-2H-pyran-4-yl)methyl)indole-6-carboxamide